(R)-2-((1-(7'-cyano-9'-oxo-1',2'-dihydro-9'H-spiro[cyclopentane-1,3'-pyrrolo[2,1-b]quinazolin]-5'-yl)ethyl)amino)benzoic acid C(#N)C1=CC=2C(N3C(=NC2C(=C1)[C@@H](C)NC1=C(C(=O)O)C=CC=C1)C1(CC3)CCCC1)=O